1-methyl-3-(6-methyl-nicotinoyl)-2-pyrrolidinone CN1C(C(CC1)C(C1=CN=C(C=C1)C)=O)=O